7-chloro-3-(2,6-dichloro-3,5-dimethoxyphenyl)-N-methyl-2,6-naphthyridine-1-amine ClC1=NC=C2C=C(N=C(C2=C1)NC)C1=C(C(=CC(=C1Cl)OC)OC)Cl